C(C)C1(NC2=CC=3CC4=CC=CC=C4C3C=C2N(CC)CC)C(C=CC=C1)C 2-(1-ethyl-2-methylanilino)-3-diethylaminofluorene